1-(2-Chloro-5-(trifluoromethyl)phenyl)ethan-1-one ClC1=C(C=C(C=C1)C(F)(F)F)C(C)=O